5-benzyl-2-[[2-chloro-5-(4-pyridyl)phenyl]methylamino]-4H-[1,2,4]triazolo[1,5-a]pyrimidin-7-one C(C1=CC=CC=C1)C=1NC=2N(C(C1)=O)N=C(N2)NCC2=C(C=CC(=C2)C2=CC=NC=C2)Cl